2-(3,3-difluorocyclobutoxy)acetaldehyde FC1(CC(C1)OCC=O)F